3,3-dimethyl-2,3-dihydrobenzofuran-5-sulfonyl chloride CC1(COC2=C1C=C(C=C2)S(=O)(=O)Cl)C